FC(C(=O)O)(F)F.CN(C1=CC=CC(=N1)C(CC#N)N1N=CC(=C1)C=1C2=C(N=CN1)NC=C2)C 3-[6-(dimethylamino)pyridin-2-yl]-3-[4-(7H-pyrrolo[2,3-d]pyrimidin-4-yl)-1H-pyrazol-1-yl]propane-nitrile trifluoroacetate